COC(CCC(C#CC=1C=CC=C2C=C(N(C(C12)=O)C1=CC=CC=C1)[C@H](C)N)O)=O 6-(3-((S)-1-aminoethyl)-1-oxo-2-phenyl-1,2-dihydroisoquinolin-8-yl)-4-hydroxy-hex-5-ynoic acid methyl ester